ClC1=CC2=C(N(C(N=C2N(C2CN(C2)C(C=C)=O)C)=O)C=2C(=NC=CC2C)C(C)C)N=C1C1=C(C=CC=C1)F (M)-6-chloro-7-(2-fluorophenyl)-1-(4-methyl-2-(2-propanyl)-3-pyridinyl)-4-(methyl(1-(2-propenoyl)-3-azetidinyl)amino)pyrido[2,3-d]pyrimidin-2(1H)-one